4-(1-pyrrolinyl)benzaldehyde N1=C(CCC1)C1=CC=C(C=O)C=C1